anti-methyl 2-(1-(4-(trifluoromethyl)benzyl)-5-(4-(trifluoromethyl)phenyl)piperidin-3-yl)butanoate FC(C1=CC=C(CN2CC(CC(C2)C2=CC=C(C=C2)C(F)(F)F)C(C(=O)OC)CC)C=C1)(F)F